rac-(3aR,4R,4aR,9bS,9cR)-9b-hydroxy-7,9-dimethoxy-4a-(4-methoxyphenyl)-4-phenyl-3,3a,4,4a,9b,9c-hexahydro-2H-Benzofuro[3',2':3,4]cyclopenta[1,2-d]oxazole-2-thione O[C@]12[C@]([C@@H]([C@H]3NC(O[C@H]31)=S)C3=CC=CC=C3)(OC3=C2C(=CC(=C3)OC)OC)C3=CC=C(C=C3)OC |r|